C1(=CC=CC=C1)C1=C(C=CC=C1)N(C1=C(C=CC=C1)N)C1=CC=CC=C1 2,N'-diphenyl-phenyl-phenylenediamine